tert-butyl (R)-3-((6-(7-(2-((tert-butyldimethylsilyl)oxy)ethoxy)-6-cyclopropylimidazo[1,2-b]pyridazin-3-yl)-3,5-difluoropyridin-2-yl)amino)piperidine-1-carboxylate [Si](C)(C)(C(C)(C)C)OCCOC1=CC=2N(N=C1C1CC1)C(=CN2)C2=C(C=C(C(=N2)N[C@H]2CN(CCC2)C(=O)OC(C)(C)C)F)F